3-[(4-bromo-3-fluoro-phenyl)methylene]-1-(3-fluoropropyl)azetidine BrC1=C(C=C(C=C1)C=C1CN(C1)CCCF)F